N(=[N+]=[N-])CCOCC1=C(C(=O)NC2=CC=C(C=C2)C2=NN(C(=C2)NC(C2=CC(=CC=C2)C(C2=CC=CC=C2)=O)=O)C)C=CC=C1 2-((2-azidoethoxy)methyl)-N-(4-(5-(3-benzoylbenzamido)-1-methyl-1H-pyrazol-3-yl)phenyl)benzamide